Cl.CC(=O)CC methylethylketone hydrochloride